difluorooxalic acid phosphate P(=O)(O)(O)O.C(C(=O)F)(=O)F